(1S,2R)-N-(2,4-difluorobenzyl)-9-hydroxy-2-methyl-8,10-dioxo-3,4,5,6,8,10-hexahydro-2H-1,7-methanopyrido[1,2-b][1,2,5]triazecine-11-carboxamide FC1=C(CNC(=O)C=2C(C(=C3N(N4[C@@H](CCCCN(C3=O)C4)C)C2)O)=O)C=CC(=C1)F